4-(((R)-1-(3-(1,1-difluoro-2-hydroxy-2-methylpropyl)-2-fluorophenyl)ethyl)amino)-8-fluoro-2,6,8-trimethyl-6,8-dihydro-7H-pyrrolo[2,3-g]quinazolin-7-one FC(C(C)(C)O)(F)C=1C(=C(C=CC1)[C@@H](C)NC1=NC(=NC2=CC3=C(C=C12)N(C(C3(C)F)=O)C)C)F